FC1=C(OC2=C(C=C(C=C2)CO)C=2C3=C(C(N(C2)C)=O)C=C(O3)C3=CC(=C(C(=C3)C)OCCO)C)C=CC(=C1)F 7-(2-(2,4-difluorophenoxy)-5-(hydroxymethyl)phenyl)-2-(4-(2-Hydroxyethoxy)-3,5-dimethylphenyl)-5-methylfuro[3,2-c]pyridin-4(5H)-one